C(C)OC(C=CC=CC)=O ethyl-2,4-hexadienoate